CCCCCCC(CCCCCC)O The molecule is a secondary alcohol that s tridecane substituted by a hydroxy group at position 7. It has a role as a plant metabolite. It derives from a hydride of a tridecane.